(1R,5S)-1-(2,5-difluorophenyl)-3-oxabicyclo[3.1.0]Hexane-2-one FC1=C(C=C(C=C1)F)[C@@]12C(OC[C@H]2C1)=O